2-(2-methyl-6-(4-oxa-7-azaspiro[2.5]oct-7-yl)pyridin-3-yl)spiro[3.3]heptane-2,6-diamine CC1=NC(=CC=C1C1(CC2(C1)CC(C2)N)N)N2CCOC1(CC1)C2